C(C=C)(=O)OCCCCCCCCCCCCCCCCCCCCCCC n-tricosanyl acrylate